N2-(3,3-difluorocyclobutyl)-N4-(3,5-difluorophenyl)-6-(3-(trifluoromethyl)-1H-pyrazol-1-yl)-1,3,5-triazine-2,4-diamine FC1(CC(C1)NC1=NC(=NC(=N1)NC1=CC(=CC(=C1)F)F)N1N=C(C=C1)C(F)(F)F)F